(1,3,5-trimethyl-1H-pyrazol-4-yl)methanol CN1N=C(C(=C1C)CO)C